1-bromo-2-isocyanatoethane BrCCN=C=O